FC=1C=C(CN2C(=NC3=NC=C(C=C32)C=3C=CN2N=CN=C(C23)OC)CCC#N)C=C(C1)F 3-(1-(3,5-difluorobenzyl)-6-(4-methoxypyrrolo[2,1-f][1,2,4]triazin-5-yl)-1H-imidazo[4,5-b]pyridin-2-yl)propanenitrile